C(C)(C)(C)OC(=O)N[C@@H](CCCNC(=O)OCC1=CC=CC=C1)C(=O)O tert-butoxycarbonyl-Nδ-benzyloxycarbonyl-L-ornithine